NC1=NC=C(C2=C1C=NN2)NC(C(N2[C@H](CC[C@@H](C2)C)C2CC2)=O)=O N-(4-Amino-1H-pyrazolo[4,3-c]pyridin-7-yl)-2-oxo-2-[(2R,5S)-2-cyclopropyl-5-methyl-1-piperidyl]acetamide